O(C1=CC=CC=C1)C1=CC=C(C=C1)C1=NN(C2=NC=NC(=C21)N)[C@H]2CNCCC2 3-(4-phenoxyphenyl)-1-[(3R)-piperidin-3-yl]-1H-pyrazolo[3,4-d]pyrimidin-4-amine